NCCCN1[C@H]([C@@H](CCC1)C1=CC=2C(=NC=CC2NC=2C=CC3=C(N=CS3)C2)S1)C N-(2-((2S,3R)-1-(3-aminopropyl)-2-methylpiperidin-3-yl)thieno[2,3-b]pyridin-4-yl)benzo[d]thiazol-5-amine